IC1=CC=CC2=C1CN(CCS2)C(=O)N2CCNCC2 (6-iodo-2,3-dihydrobenzo[f][1,4]thiazepin-4(5H)-yl)(piperazin-1-yl)methanone